NC1CCC(CC1)=O p-aminocyclohexanone